FC1(CC(C1)CNC1C(CCCC1)OC=1C=C2CN(C(C2=CC1)=O)C1C(NC(CC1)=O)=O)F 3-(5-((2-(((3,3-difluorocyclobutyl)methyl)amino)cyclohexyl)oxy)-1-oxoisoindolin-2-yl)piperidine-2,6-dione